O[C@H]1C[C@H](N(C1)C(C1=CC=CC=C1)(C1=CC=CC=C1)C1=CC=CC=C1)C(=O)OC Methyl (2S,4S)-4-hydroxy-1-tritylpyrrolidine-2-carboxylate